B([O-])(O)O.ClC=1C(=C(C(C(=O)O)=CC1)O)Cl.[Na+] Sodium Dichlorosalicylate Borate